1,1,2-Trichloroethene ClC(=CCl)Cl